[5-(2,4-difluorophenoxy)-1-isobutyl-1H-indazol-6-yl]-piperidin-4-yl-amine FC1=C(OC=2C=C3C=NN(C3=CC2NC2CCNCC2)CC(C)C)C=CC(=C1)F